3-[3,4-dimethyl-2-oxo-5-(4-piperidinyl)benzimidazol-1-yl]Piperidine-2,6-dione CN1C(N(C2=C1C(=C(C=C2)C2CCNCC2)C)C2C(NC(CC2)=O)=O)=O